[Ga+3].C[Si](C)(C)[N-][Si](C)(C)C.C[Si](C)(C)[N-][Si](C)(C)C.C[Si](C)(C)[N-][Si](C)(C)C tris(bis(trimethylsilyl)amide) gallium